NCCNC1=NC=CC(=C1)NC=1C(=NC(=C(N1)NC1CCOCC1)CC)C(=O)N 3-((2-((2-Aminoethyl)amino)pyridin-4-yl)amino)-6-ethyl-5-((tetrahydro-2H-pyran-4-yl)amino)pyrazine-2-carboxamide